C(C1=CC=CC=C1)S(=O)(=O)OC1=C(C=CC=C1)NC(=O)NC1=C(C=CC=C1)OS(=O)(=O)CCC N-[2-(benzylsulfonyloxy)phenyl]-N'-[2-(propanesulfonyloxy)phenyl]urea